S(=O)(=O)([O-])[O-].COC(C(=C)C)=O.C1(=CC=CC=C1)[S+](C)C.C1(=CC=CC=C1)[S+](C)C phenyldimethylsulfonium methyl-methacrylate sulfate